C(\C=C\C(=O)OCCCCCC)(=O)OCCCCCC di-hexyl fumarate